tri(4-bromophenyl)phosphine BrC1=CC=C(C=C1)P(C1=CC=C(C=C1)Br)C1=CC=C(C=C1)Br